CC1(C(C([C@@]23CC[C@@H](CC12)C3)C)C)\C(\C)=N/O (Z)-1-((3aS,6S)-1,2,3-trimethyloctahydro-3a,6-methanoinden-1-yl)ethanone oxime